(2-((1R,4R)-4-(4-(4-((R)-2,6-dioxopiperidin-3-yl)-3,5-difluorophenethyl)piperazin-1-yl)cyclohexyl)-6-methoxy-2H-indazol-5-yl)-6-(trifluoromethyl)pyridine O=C1NC(CC[C@@H]1C1=C(C=C(CCN2CCN(CC2)C2CCC(CC2)N2N=C3C=C(C(=CC3=C2)C2=NC(=CC=C2)C(F)(F)F)OC)C=C1F)F)=O